3,6-dioxo-2,9-dioxa-4,7-diazaundecan-11-oate O=C(OC)NCC(NCOCC(=O)[O-])=O